C1(CCCCC1)C1=CC=C(OC2=NC=C(C#N)C=C2)C=C1 6-(4-cyclohexylphenoxy)nicotinonitrile